C(C1=CC=CC=C1)OC(=O)N1C[C@@H]([C@@H](CC1)OC1CC1)N1C(C2=CC=CC=C2C1=O)=O |r| racemic-(3s,4r)-4-(cyclopropyloxy)-3-(1,3-dioxoisoindolin-2-yl)piperidine-1-carboxylic acid benzyl ester